(2S)-N-[(1S)-1-cyano-2-[(3S)-2-oxopyrrolidin-3-yl]ethyl]-3-cyclopropyl-2-[3-(3,5-difluorophenyl)propanoylamino]propanamide C(#N)[C@H](C[C@H]1C(NCC1)=O)NC([C@H](CC1CC1)NC(CCC1=CC(=CC(=C1)F)F)=O)=O